OC1=CC=CC2=C1C(=C(O2)C(=O)NCC=2SC(=NN2)C2=CC=CC=C2)C 4-hydroxy-3-methyl-N-[(5-phenyl-1,3,4-thiadiazol-2-yl)methyl]benzofuran-2-carboxamide